O=C1C(C(C=2C(=C3C=CC=CC3=CC2)C2=C1C=CC=1C=CC=CC21)=O)(P(=O)=O)N(C)C (3,5-dioxo-4-phospho-cyclohepta[2,1-a:3,4-a']Dinaphthalen-4-yl)dimethylamine